C(C)(C)(C)OC(=O)N1C[C@@H]([C@H](C1)C1=CC=CC=C1)C(NCC1=CC=CC=C1)=O (3R,4S)-4-phenyl-3-(benzylcarbamoyl)pyrrolidine-1-carboxylic acid tert-butyl ester